(S)-N-(4-(7-(3-(dimethylphosphoryl)-8-ethynyl-7-fluoronaphthalen-1-yl)-8-fluoro-2-((1-(morpholinomethyl)cyclopropyl)methoxy)pyrido[4,3-d]pyrimidin-4-yl)-1,4-oxazepan-6-yl)acrylamide CP(=O)(C)C=1C=C(C2=C(C(=CC=C2C1)F)C#C)C1=C(C=2N=C(N=C(C2C=N1)N1CCOC[C@H](C1)NC(C=C)=O)OCC1(CC1)CN1CCOCC1)F